S1C=CC=2C=NC(C=3N(C21)C=NN3)CC(=O)N 6H-Thieno(3,2-f)(1,2,4)triazolo(4,3-a)(1,4)diazepine-6-acetamide